phloretyl-CoA C(CCC1=CC=C(O)C=C1)(=O)SCCNC(CCNC([C@@H](C(COP(OP(OC[C@@H]1[C@H]([C@H]([C@@H](O1)N1C=NC=2C(N)=NC=NC12)O)OP(=O)(O)O)(=O)O)(=O)O)(C)C)O)=O)=O